C(C1=CC=CC=C1)(=O)OC[C@H]1OC(O[C@H]2[C@@H]1OC(O[C@@H]2COC(C2=CC=CC=C2)=O)(C)C)(C)C [(4R,4aR,8R,8aR)-4-(benzoyloxymethyl)-2,2,6,6-tetramethyl-4,4a,8,8a-tetrahydro-[1,3]dioxino[5,4-d][1,3]dioxin-8-yl]methyl benzoate